Methyl-3-amino-2-oxo-1-(4-phenyl-3,4-dihydro-2H-benzo[b][1,4]oxazin-6-yl)-1,2-dihydrothieno[2,3-b]pyrazine-7-carboxylate COC(=O)C1=CSC=2N=C(C(N(C21)C2=CC1=C(OCCN1C1=CC=CC=C1)C=C2)=O)N